2-[2-(2,2,3-trimethylcyclopentyl)cyclopropyl]propan-1-ol CC1(C(CCC1C)C1C(C1)C(CO)C)C